Cis-2-Methyl-1-(2-(6-(trifluoromethyl)imidazo[1,2-a]pyrazin-3-yl)pyrimidin-4-yl)piperidine-3-carboxamide C[C@@H]1N(CCC[C@@H]1C(=O)N)C1=NC(=NC=C1)C1=CN=C2N1C=C(N=C2)C(F)(F)F